N6-(tert-Butoxycarbonyl)-N2-((6-(2-(methylthio)pyrimidin-5-yl)hex-5-ynoyl)-L-valyl)-L-lysine C(C)(C)(C)OC(=O)NCCCC[C@H](NC([C@@H](NC(CCCC#CC=1C=NC(=NC1)SC)=O)C(C)C)=O)C(=O)O